Azetidine-2,4-dione N1C(CC1=O)=O